2-(2-((5-bromo-1-cyclopentyl-1H-indazol-3-yl)methoxy)phenyl)acetic acid ethyl ester C(C)OC(CC1=C(C=CC=C1)OCC1=NN(C2=CC=C(C=C12)Br)C1CCCC1)=O